O1C(OCC1)C=1C=CC(=NC1)N1C=NC(=C1)F 5-(1,3-dioxolan-2-yl)-2-(4-fluoro-1H-imidazol-1-yl)pyridine